DiethylSulfide C(C)SCC